C(C)(C)(C)P(C(C)(C)C)C(C)(C)C tri-tert-Butylphosphin